CC1C(N(CCC1)C)=O dimethyl-piperidone